CC1C(C1)NC(=O)N[C@@H]1C[C@H](C=2C1=CC(=C1C=C(N=CC21)C2CC2)S(NCC(C)C)(=O)=O)NC2=NC1=C(N2)C=CC=C1 |r| 1-(2-methylcyclopropyl)-3-[trans-(7RS,9RS)-9-(1H-benzimidazol-2-ylamino)-3-cyclopropyl-5-(2-methylpropylsulfamoyl)-8,9-dihydro-7H-cyclopenta[h]isoquinolin-7-yl]urea